NC1(CCN(CC1)C=1N=C(C2=C(N1)NC=C2C2=C(C1=CN(N=C1C=C2)C([2H])([2H])[2H])Cl)C(=O)N)C2=CC=CC=C2 2-(4-amino-4-phenylpiperidin-1-yl)-5-(4-chloro-2-(methyl-d3)-2H-indazole-5-yl)-7H-pyrrolo[2,3-d]pyrimidine-4-carboxamide